NC1=C(C(=C(C(=N1)SC(C(=O)N)C1=CC=CC=C1)C#N)C1CC1)C#N 2-[(6-amino-3,5-dicyano-4-cyclopropyl-2-pyridinyl)sulfanyl]-2-phenyl-acetamide